titanium (IV) tetrakis(ethanolate) C(C)[O-].C(C)[O-].C(C)[O-].C(C)[O-].[Ti+4]